(2,4,4-Trimethylpentyl)cyclohexylphosphinic acid CC(CP(O)(=O)C1CCCCC1)CC(C)(C)C